C(C1=CC=CC=C1)OC1=C(C=CC=C1)NC(\C=C\C1=CC(=C(C=C1)OC)OC)=O (E)-N-(2-(benzyl-oxy)phenyl)-3-(3,4-dimethoxy-phenyl)acrylamide